racemic-N-methyl-4,5,6,7-tetrahydrobenzothiophen-5-amine CN[C@@H]1CCC2=C(C=CS2)C1 |r|